4-(4-bromophenyl)-3-fluoro-piperidine-1-carboxylate BrC1=CC=C(C=C1)C1C(CN(CC1)C(=O)[O-])F